7-amino-4-(cyclopropylmethyl)-3-oxo-3,4-dihydro-2H-benzo[b][1,4]oxazine-6-carboxylic acid methyl ester COC(=O)C1=CC2=C(OCC(N2CC2CC2)=O)C=C1N